(Z)-5-(4-Methylpyridin-3-yl)-3-(1-((1-(2,2,2-trifluoroethyl)-1H-pyrazol-4-yl)amino)ethylidene)-1H-pyrrolo[2,3-c]pyridin-2(3H)-one CC1=C(C=NC=C1)C=1C=C/2C(=CN1)NC(\C2=C(\C)/NC=2C=NN(C2)CC(F)(F)F)=O